C12C(C3CC(CC(C1)C3)C2)NC(CN2C(C(=CC=C2)NC([C@H](CC/C=C/C(=O)OC)NC(=O)C=2N=NNC2)=O)=O)=O (S,E)-methyl 7-(1-(2-(2-adamantylamino)-2-oxoethyl)-2-oxo-1,2-dihydropyridin-3-ylamino)-7-oxo-6-(1H-1,2,3-triazole-4-carboxamido)hept-2-enoate